(3,3-dimethylbutylamino)-N-methyl-5-nitro-benzenesulfonamide CC(CCNC1=C(C=C(C=C1)[N+](=O)[O-])S(=O)(=O)NC)(C)C